tert-butyl 4-([6-[2-(2,6-dioxopiperidin-3-yl)-1,3-dioxoisoindol-5-yl]-2,6-diazaspiro[3.3]heptan-2-yl]methyl)piperidine-1-carboxylate O=C1NC(CCC1N1C(C2=CC=C(C=C2C1=O)N1CC2(CN(C2)CC2CCN(CC2)C(=O)OC(C)(C)C)C1)=O)=O